C(C)OC(C(CC(F)(F)F)C#N)=O ethyl-2-cyano-4,4,4-trifluorobutanoate